6-{6-methoxy-5-[({2-[(3-methylcyclopentyl)oxy]-phenyl}methyl)carbamoyl]-pyridin-3-yl}-N-methyl-1H-indazole-3-carboxamide COC1=C(C=C(C=N1)C1=CC=C2C(=NNC2=C1)C(=O)NC)C(NCC1=C(C=CC=C1)OC1CC(CC1)C)=O